FC=1C=C(C=C(C1)F)C1=CC=C(N=N1)COC[C@@H](CCCCN1C[C@@H]([C@H]([C@@H]([C@H](C1)O)O)O)O)F (3S,4R,5R,6S)-1-[(5R)-6-{[6-(3,5-difluorophenyl)-3-pyridazinyl]methoxy}-5-fluorohexyl]-3,4,5,6-azepanetetrol